CNC(OC1=CC=CC=2CC(OC21)(C)C)=O 2,3-dihydro-2,2-dimethyl-7-benzofuranyl methylcarbamate